7-([4-[1-methyl-4-(trifluoromethyl)-1H-imidazol-2-yl]phenyl]methyl)-2-[2-(propan-2-yl)phenyl]-5H,6H,7H-pyrrolo[2,3-d]pyrimidin-6-one CN1C(=NC(=C1)C(F)(F)F)C1=CC=C(C=C1)CN1C(CC2=C1N=C(N=C2)C2=C(C=CC=C2)C(C)C)=O